8-(2-(dimethylamino)ethyl)naphthalen-1-ol Methyl-3-(3-(3-(3,5-dimethoxyphenyl)ureido)azetidin-1-yl)-2-(1H-pyrrol-1-yl)benzoate CC1=C(C(=C(C(=O)OC2=CC=CC3=CC=CC(=C23)CCN(C)C)C=C1)N1C=CC=C1)N1CC(C1)NC(=O)NC1=CC(=CC(=C1)OC)OC